NCC(=O)[O-] amino-methyl-carboxylate